O1CCC(C2=C1C=CC=C2)=O 2,3-dihydro-4H-1-benzopyran-4-one